Dichloro(1,10-phenanthroline) ClC=1C(=NC2=C3N=CC=CC3=CC=C2C1)Cl